(4-(pyridin-2-yl)piperazin-1-yl)methanon N1=C(C=CC=C1)N1CCN(CC1)C=O